N1C=C(C2=CC=CC=C12)C=1C2=C(N=C(N1)N1C(COCC1)C)CN(CC2)C(=O)C2(CC2)C(F)(F)F (4-(1H-indol-3-yl)-2-(3-methylmorpholino)-5,8-dihydropyrido[3,4-d]pyrimidin-7(6H)-yl)(1-(trifluoromethyl)cyclopropyl)methanone